C(C1=CC=CC=C1)N1C(C(CCC1=O)N1C(C2=CC=CC(=C2C1)CCCCCCCOC1=CC2=C(N(C=N2)C2=CC=C(C=C2)NC(=O)NC=2NN=C(C2)C(C)(C)C)C=C1)=O)=O [4-(5-{7-[2-(1-benzyl-2,6-dioxopiperidin-3-yl)-1-oxo-2,3-dihydro-1H-isoindol-4-yl]-heptyloxy}-benzimidazol-1-yl)-phenyl]-3-(5-tert-butyl-2H-pyrazol-3-yl)-urea